N1=C(C=CC=C1)C1=CC(=CS1)C=1C=C2CNCC2=CC1 5-(5-(pyridin-2-yl)thiophen-3-yl)isoindoline